CC=1OC=CC1SSSSC1=C(OC=C1)C 2-methyl-3-furanyl tetrasulfide